N1=CC(=CC=C1)CNC(=O)NC1=CC=C(C=C1)S(NC1=C(C=CC=C1)C(F)(F)F)(=O)=O 1-(pyridin-3-ylmethyl)-3-(4-{[2-(trifluoromethyl)phenyl]sulfamoyl}phenyl)urea